N-((1,2,3,5,6,7-hexahydro-s-indacen-4-yl)carbamoyl)-4-((((1-(hydroxymethyl)cyclobutyl)methyl)(methyl)amino)methyl)-5-methylfuran-2-sulfonamide C1CCC2=C(C=3CCCC3C=C12)NC(=O)NS(=O)(=O)C=1OC(=C(C1)CN(C)CC1(CCC1)CO)C